2-[methyl(pyridin-2-ylmethyl)amino]-1,3-thiazol CN(C=1SC=CN1)CC1=NC=CC=C1